2-(allyloxy)-1-bromo-4-nitrobenzene C(C=C)OC1=C(C=CC(=C1)[N+](=O)[O-])Br